O1CCN(CC1)CCN1N=CC=2C(=CC=CC12)C(=O)O 1-(2-morpholinoethyl)indazole-4-carboxylic acid